C[C@H]1NC[C@@H](NC1)C=1C=CC2=C(N=CS2)C1 |r| 5-[rac-(2S,5R)-5-methylpiperazin-2-yl]-1,3-benzothiazole